CC1=NNC=C1NC=1N=CC2=C(N1)NC(C21CC1)=O 2'-((3-methyl-1H-pyrazol-4-yl)amino)spiro[cyclopropane-1,5'-pyrrolo[2,3-d]pyrimidin]-6'(7'H)-one